OCC1CCC(CC1)NC(C1=CC(=CC=C1)N1C=NC=C1)=O N-(4-(hydroxymethyl)cyclohexyl)-3-(1H-imidazol-1-yl)benzamide